N-methallyl-formamide C(C(C)=C)NC=O